C(C)C(CC1=CC=CC2=NN(N=C21)C2=C(C=C(C=C2)OCC)O)CCCC 2-ethylhexyl-2-(2-hydroxy-4-ethoxyphenyl)2H-benzotriazole